C1(CC1)CN(C(OC(C)(C)C)=O)[C@@H]1CN(CC1)C=1N=NC(=CC1)C1=C(C=C(C(=C1)F)C1=CN=NC(=C1)OC)OCOC tert-butyl N-(cyclopropylmethyl)-N-[(3S)-1-{6-[5-fluoro-2-(methoxymethoxy)-4-(6-methoxypyridazin-4-yl)phenyl]pyridazin-3-yl}pyrrolidin-3-yl]carbamate